5-(tert-butoxycarbonyl)-2-morpholino-4-(pyridin-4-yl)-6H-pyrrolo[3,2-d]pyrimidin-7-ylboronic acid C(C)(C)(C)OC(=O)N1CC(C=2N=C(N=C(C21)C2=CC=NC=C2)N2CCOCC2)B(O)O